ClC=1C=C(C=C(C1)Cl)C=1C(=C(C=CC1)N(C(=O)N)CC=1C=NC=CC1)S(N)(=O)=O (3,5-dichlorophenyl-(sulfamoyl)phenyl)-1-(pyridin-3-ylmethyl)urea